O=C1NC(CCC1N1C(N(C2=C1C=CC(=C2)NC(OC(C)(C)C)=O)C)=O)=O Tert-butyl N-[1-(2,6-dioxo-3-piperidyl)-3-methyl-2-oxo-benzimidazol-5-yl]carbamate